4-hydroxy-N,N,2-trimethyl-1-((trifluoromethyl)sulfonyl)-1H-benzo[d]imidazole-6-carboxamide OC1=CC(=CC=2N(C(=NC21)C)S(=O)(=O)C(F)(F)F)C(=O)N(C)C